methyl (R)-3-(1-(4-chloro-3-fluorophenyl)-N,3,3-trimethyl-2,3-dihydro-1H-pyrrolo[3,2-b]pyridine-5-carboxamido)butanoate ClC1=C(C=C(C=C1)N1CC(C2=NC(=CC=C21)C(=O)N(C)[C@@H](CC(=O)OC)C)(C)C)F